tert-butyl ((S)-1-((S)-2,3-dihydro-1H-inden-1-yl)pyrrolidin-3-yl)carbamate [C@@H]1(CCC2=CC=CC=C12)N1C[C@H](CC1)NC(OC(C)(C)C)=O